C(CCCCCC)C1OCC(CO1)=O 2-n-heptyl-1,3-dioxan-5-one